N1C(=CC2=CC=CC=C12)N indol-amine